2-chloro-4-(trifluoromethyl)-6,7-dihydro-5H-cyclopenta[b]pyridine-1-oxide ClC1=CC(=C2C(=[N+]1[O-])CCC2)C(F)(F)F